C(C1=CC=CC=C1)=NNC1=NC=CC=N1 2-(2-benzylidenehydrazino)-pyrimidine